1-[1-(2-fluoroacryloyl)azetidin-3-yl]-7-(1-oxophospholan-1-yl)-3-[4-(trifluoromethyl)phenyl]-2,3-dihydro-1H-imidazo[4,5-b]pyridin-2-one FC(C(=O)N1CC(C1)N1C(N(C2=NC=CC(=C21)P2(CCCC2)=O)C2=CC=C(C=C2)C(F)(F)F)=O)=C